(S)-5-chloro-2-fluoro-4-((1-phenyl-2-(pyrrolidin-1-yl)ethyl)amino)-N-(thiazol-4-yl)benzenesulfonamide ClC=1C(=CC(=C(C1)S(=O)(=O)NC=1N=CSC1)F)N[C@H](CN1CCCC1)C1=CC=CC=C1